N-Benzyl-2,6-difluoro-3,5-dimethoxyaniline C(C1=CC=CC=C1)NC1=C(C(=CC(=C1F)OC)OC)F